FC(C(C)(O)C1=CC2=CC=CC=C2C=C1)(F)F 1,1,1-trifluoro-2-(naphthalen-2-yl)propan-2-ol